C(=O)=[Mo](=C=O)=C=O tricarbonylmolybdenum